(2E)-N-benzyl-2-methyl-3-phenylpropan-2-en-1-imine oxide C(C1=CC=CC=C1)[N+](=C\C(=C\C1=CC=CC=C1)\C)[O-]